C(C)C(C(C(=O)[O-])(CCCCCC)CC)CCCCCCC(=O)[O-] Di-ethyl-hexyl-sebacat